(2R,5S)-4-(1-(5-amino-4H-1,2,4-triazol-3-yl)piperidin-4-yl)-5-(4-chlorobenzyl)-N-(2,2,2-trifluoroethyl)morpholine-2-carboxamide 2,2,2-trifluoroacetate FC(C(=O)O)(F)F.NC=1NC(=NN1)N1CCC(CC1)N1C[C@@H](OC[C@@H]1CC1=CC=C(C=C1)Cl)C(=O)NCC(F)(F)F